N-(4-bromophenyl)-N-(2-cyclopropyl-2-oxo-ethyl)carboxamide BrC1=CC=C(C=C1)N(C=O)CC(=O)C1CC1